6-amino-7-(2-chloro-5-fluorophenyl)-7-hydroxy-2,3,4,7,8,9-hexahydro-1H-pyrrolo[4,3-h]quinoline-2,9-dione NC=1C=C2CCC(NC2=C2C1C(NC2=O)(O)C2=C(C=CC(=C2)F)Cl)=O